C(C)(C)(C)OC(=O)N1C(CCC1)C1=C(C=CC=C1)C=1CCOCC1 2-(2-(3,6-dihydro-2H-pyran-4-yl)phenyl)pyrrolidine-1-carboxylic acid tert-butyl ester